NC1=NC=C(C=N1)NC(=O)NC(C(F)(F)F)C=1N(C2=CC(=CC=C2C1)F)C (2-aminopyrimidin-5-yl)-3-[2,2,2-trifluoro-1-(6-fluoro-1-methylindol-2-yl)ethyl]urea